N[C@@H](CCC(=O)O)[13C](=O)O.BrC1=C(C=C(N)C=C1)OC1COC1 4-bromo-3-(oxetan-3-oxy)aniline [1-13C]-glutamate